1-(2-amino-4-propyl-1,3-thiazol-5-yl)-2-bromoethanone NC=1SC(=C(N1)CCC)C(CBr)=O